C(C)N(C1=NC=CC=C1)CC 2-diethylaminopyridine